C(#N)C=1C=C(C=CC1)N1CCN(CC1)C=1N=C2N(C(C1C)=O)C=C(C=C2[C@@H](C)NC2=C(C(=O)O)C=CC=C2)C (R)-2-((1-(2-(4-(3-cyanophenyl)piperazin-1-yl)-3,7-dimethyl-4-oxo-4H-pyrido[1,2-a]pyrimidin-9-yl)ethyl)amino)benzoic acid